C(C)C1=CC(=NN1C)C1=NC=2C(=NC=CC2C=2C=C3CCCC(C3=CC2)NC(=O)C2=NC(=NO2)C(C)(C)C)N1 3-tert-Butyl-[1,2,4]oxadiazole-5-carboxylic acid {6-[2-(5-ethyl-1-methyl-1H-pyrazol-3-yl)-3H-imidazo[4,5-b]pyridin-7-yl]-1,2,3,4-tetrahydro-naphthalen-1-yl}-amide